(rac)-2'-{6-amino-5-[(2-fluorophenyl)methoxy]pyridin-3-yl}-N-benzyl-5',6'-dihydrospiro[pyrrolidine-3,4'-pyrrolo[1,2-b]pyrazole]-1-carboxamide NC1=C(C=C(C=N1)C=1C=C2N(N1)CC[C@]21CN(CC1)C(=O)NCC1=CC=CC=C1)OCC1=C(C=CC=C1)F |r|